S(=O)(=O)=CC(C(=O)O)C Sulfonyl-2-methyl-propionic acid